NC=1C2=C(N=CN1)N(C(=C2C2=CC[C@H](CC2)C(=O)N2[C@@H](CCC2)C)C2=CC=C(C=C2)NC(C(=C)C)=O)C N-(4-(4-amino-7-methyl-5-((S)-4-((R)-2-methylpyrrolidine-1-carbonyl)cyclohex-1-en-1-yl)-7H-pyrrolo[2,3-d]pyrimidin-6-yl)phenyl)methacrylamide